1-((1R)-1-(6-(3-Azabicyclo[3.1.0]hexan-3-yl)pyridin-3-yl)-2-hydroxyethyl)-N-((cis)-3-(5-chloro-2-cyanophenyl)cyclobutyl)-1H-pyrazole-4-carboxamide C12CN(CC2C1)C1=CC=C(C=N1)[C@H](CO)N1N=CC(=C1)C(=O)N[C@@H]1C[C@@H](C1)C1=C(C=CC(=C1)Cl)C#N